O[C@H](C(=O)O)C1=CC=CC=C1 (2S)-2-hydroxy-2-phenylacetic acid